Cl.ClC=1C=C(C(=C(C1)C1=C2C(=NC=C1)N=C(N2C)C)O[C@@H]2CNCCC2)C (S)-7-(5-chloro-3-methyl-2-(piperidin-3-yloxy)phenyl)-1,2-dimethyl-1H-imidazo[4,5-b]pyridine hydrochloride